C=1C=CC(C2=C3CC=CC=C3CC12)=O fluorene-4(5H)-one